NC1=C2N=CN(C2=NC(=N1)Cl)[C@H]1[C@H]([C@@H]([C@H](O1)COC(C(=O)O)(C(=O)O)CC1=CC=C(C=C1)C(NCCC(=O)O)=O)O)F 2-(((2R,3R,4S,5R)-5-(6-amino-2-chloro-9H-purin-9-yl)-4-fluoro-3-hydroxytetrahydro-furan-2-yl)methoxy)-2-(4-((2-carboxy-ethyl)carbamoyl)benzyl)malonic acid